O-(2-fluorophenyl) chloromethanethioate ClC(OC1=C(C=CC=C1)F)=S